9-(4-(6-chloro-2-phenylpyridin-4-yl)phenyl)-9H-carbazole ClC1=CC(=CC(=N1)C1=CC=CC=C1)C1=CC=C(C=C1)N1C2=CC=CC=C2C=2C=CC=CC12